4-(4-{4-[2-fluoro-3-(propane-1-sulfonamido)phenyl]-3-(pyridin-4-yl)pyrazol-1-yl}phenyl)-3-methylpiperazine-1-carboxylate FC1=C(C=CC=C1NS(=O)(=O)CCC)C=1C(=NN(C1)C1=CC=C(C=C1)N1C(CN(CC1)C(=O)[O-])C)C1=CC=NC=C1